ethyl 3-(2-((4-((S)-2-(4-chloro-2-fluorophenyl)-2-methylbenzo[d][1,3]dioxol-4-yl)piperidin-1-yl)methyl)-4-(4-fluorophenyl)-1-(((S)-oxetan-2-yl)methyl)-1H-imidazol-5-yl)propiolate ClC1=CC(=C(C=C1)[C@@]1(OC2=C(O1)C=CC=C2C2CCN(CC2)CC=2N(C(=C(N2)C2=CC=C(C=C2)F)C#CC(=O)OCC)C[C@H]2OCC2)C)F